C(C1=CC=CC=C1)OC1=NC(=CC=C1C1=CC(=C(C=C1F)N1CCC2(OCCO2)CC1)F)OCC1=CC=CC=C1 8-[4-(2,6-dibenzyloxy-3-pyridinyl)-2,5-difluoro-phenyl]-1,4-dioxa-8-azaspiro[4.5]decane